3-[5-(7-Hydroxyheptyl)-3-methyl-2-oxo-benzimidazol-1-yl]Piperidine-2,6-dione OCCCCCCCC1=CC2=C(N(C(N2C)=O)C2C(NC(CC2)=O)=O)C=C1